N1=NN=CC=C1 [1,2,3]triazin